(E)-3-(4,4,5,5-tetramethyl-1,3,2-dioxaborolan-2-yl)allyloxylpropanoate CC1(OB(OC1(C)C)/C=C/COC(C(=O)[O-])C)C